3-[3-(Dimethylamino)phenyl]-1-(2-hydroxyphenyl)prop-2-en-1-one CN(C=1C=C(C=CC1)C=CC(=O)C1=C(C=CC=C1)O)C